2-(4-cyclopropoxy-3-nitrophenyl)-7-methyl-2,7-diazaspiro[3.5]nonane C1(CC1)OC1=C(C=C(C=C1)N1CC2(C1)CCN(CC2)C)[N+](=O)[O-]